sulfocysteine acrylate C(C=C)(=O)O.S(=O)(=O)(O)N[C@@H](CS)C(=O)O